(R)-3-((1-(tert-butoxycarbonyl)pyrrolidin-2-yl)methoxy)propionic acid C(C)(C)(C)OC(=O)N1[C@H](CCC1)COCCC(=O)O